CC=1C=C(C=CC1N1N=CC(=C1)C1=C2C(=NC=C1)NC=C2)CC#N {3-methyl-4-[4-(1H-pyrrolo[2,3-b]-pyridin-4-yl)-1H-pyrazol-1-yl]-phenyl}acetonitrile